3-[(2-Methyltetrahydrofuran-2-yl)methoxy]-5-(5-methyl-1,3-thiazol-2-yl)-N-{(1R)-1-[2-(trifluoromethyl)pyrimidin-5-yl]ethyl}benzamide CC1(OCCC1)COC=1C=C(C(=O)N[C@H](C)C=2C=NC(=NC2)C(F)(F)F)C=C(C1)C=1SC(=CN1)C